N-(3-bromo-4-fluorophenyl)-N'-hydroxyl-4-((3-(N-cyclopropylsulfamoyl)-propyl)amino)-1,2,5-oxadiazol-3-formamidine BrC=1C=C(C=CC1F)NC(=NO)C1=NON=C1NCCCS(NC1CC1)(=O)=O